NC=1C=C(C=C(C1)C(F)(F)F)[C@@H](C)NC=1C2=C(N=C(N1)C)C=NC(=C2)Cl (R)-N-(1-(3-amino-5-(trifluoromethyl)phenyl)ethyl)-6-chloro-2-methylpyrido[3,4-d]pyrimidine-4-amine